FC=1C=C(C=C(C1[Si](C)(C)C)F)NC([C@H](NC(CC=1OC(=NN1)C)=O)C1=CC=C(C=C1)COC)=O (2R)-N-(3,5-difluoro-4-(trimethylsilyl)phenyl)-2-(4-(methoxymethyl)phenyl)-2-(((5-methyl-1,3,4-oxadiazol-2-yl)acetyl)amino)acetamide